Boc-5-bromo-2-methoxy-L-phenylalanine C(=O)(OC(C)(C)C)N[C@@H](CC1=C(C=CC(=C1)Br)OC)C(=O)O